FC=1C=CC(=NC1)N1CCP(CC1)=O 1-(5-fluoropyridin-2-yl)-4-oxido-1,4-azaphosphinan